O=C1N[C@H](CC1)C=1C=NC=CC1 (5R)-2-oxo-5-(pyridin-3-yl)pyrrolidin